C1(=CC=CC=C1)C1=CC=CC=2N(C3=CC=CC(=C3C12)C1=CC=CC=C1)C1=NC(=C(C(=C1N1C2=C(C=3C=CC=CC13)C=NC=C2)C=2C=CC=1N(C3=CC=CC=C3C1C2)C2=CC=CC=C2)N2C1=C(C=3C=CC=CC23)C=NC=C1)N1C2=CC=CC(=C2C=2C(=CC=CC12)C1=CC=CC=C1)C1=CC=CC=C1 5,5'-(2,6-bis(4,5-diphenyl-9H-carbazol-9-yl)-4-(9-phenyl-9H-carbazol-3-yl)pyridine-3,5-diyl)bis(5H-pyrido[4,3-b]indole)